CC(C(=O)O)=CCCCCCCCCCCC(CCCC)C 2,14-dimethyl-octadecenoic acid